tert-butyl 3-(4-(1-(oxetan-3-yl)-1H-pyrazol-4-yl)-1-(4-(trifluoromethoxy)phenyl)-1H-pyrazolo[3,4-b]pyridin-3-yl)azetidine-1-carboxylate O1CC(C1)N1N=CC(=C1)C1=C2C(=NC=C1)N(N=C2C2CN(C2)C(=O)OC(C)(C)C)C2=CC=C(C=C2)OC(F)(F)F